ethyl 1-(2-(tert-butoxy)-2-oxoethyl)-5-(difluoromethyl)-1H-pyrazole-3-carboxylate C(C)(C)(C)OC(CN1N=C(C=C1C(F)F)C(=O)OCC)=O